O1CCN(CC1)S(=O)(=O)C=1C=NC=CC1N1CCN(CC1)CC1CNCCC1 3-((4-(3-(morpholinosulfonyl)pyridin-4-yl)piperazin-1-yl)methyl)piperidine